FC(C1=CC(=C(C(=C1)OCC1=CC=C(C=C1)OC)C(=O)N1CC2=CC=CC(=C2C1)N[C@@H]1COCC1)O)F (S)-(4-(Difluoromethyl)-2-hydroxy-6-((4-methoxybenzyl)oxy)phenyl)(4-((tetrahydrofuran-3-yl)amino)isoindolin-2-yl)methanone